3-((2-(benzyloxy)-2-oxoethyl)bis(3-sulfopropyl)ammonio)propane-1-sulfonate C(C1=CC=CC=C1)OC(C[N+](CCCS(=O)(=O)[O-])(CCCS(=O)(=O)O)CCCS(=O)(=O)O)=O